CC(C=C(C)C)CCC1=C(C=O)C=CC=C1 2-((trimethylallyl)ethyl)benzaldehyde